ClC1=C(C=CC=C1)S(=O)(=O)NC1=CC(=C(C=C1)OC1=NC=CN=C1C1=NC(=NC=C1)N[C@@H]1CNCCC1)F 2-chloro-N-[3-fluoro-4-[3-[2-[[(3S)-3-piperidyl]amino]pyrimidin-4-yl]pyrazin-2-yl]oxy-phenyl]benzenesulfonamide